4-(2-(9H-pyrido[3,4-b]indol-9-yl)ethoxy)-N-hydroxybenzoamide C1=NC=CC2=C1N(C1=CC=CC=C21)CCOC2=CC=C(C(=O)NO)C=C2